2-(3,5-difluorophenyl)-2-hydroxyacetic acid FC=1C=C(C=C(C1)F)C(C(=O)O)O